C(CC)P(CCC)(CCC)=[Se] tri-n-propyl-phosphine selenide